2-(trifluoromethyl)-[1,2,4]triazolo(1,5-a)pyrazine FC(C1=NN2C(C=NC=C2)=N1)(F)F